COC(C=CC=1C(=NC(=NC1NC)C)Cl)=O 3-(4-chloro-2-methyl-6-(methylamino)pyrimidin-5-yl)acrylic acid methyl ester